NC=1SC(=CN1)CC1=CC=C(C=C1)C(N)=NO 4-[(2-amino-1,3-thiazol-5-yl)methyl]-N'-hydroxybenzenecarboximidamide